C(C)(C)(C)OC(=O)\N=C(\NC(OC(C)(C)C)=O)/NC1(CCN(CC1)C1=CN=C2C(=N1)NN=C2C2=C(C(=CC=C2)Cl)Cl)C tert-butyl N-[(E)-{[(tert-butoxy)carbonyl]imino}({1-[3-(2,3-dichlorophenyl)-1H-pyrazolo[3,4-b]pyrazin-6-yl]-4-methylpiperidin-4-yl}amino)methyl]carbamate